S1C(=CC=C1)C(=O)C=1SC=CC1 di(2-thienyl) ketone